(N-[4-amino-5-(pyridine-4-carbonyl)thiazol-2-yl]-4-chloro-anilino)propanamide NC=1N=C(SC1C(=O)C1=CC=NC=C1)N(C1=CC=C(C=C1)Cl)C(C(=O)N)C